8-[(1R)-1-[(6-Chloro-2-methyl-3-pyridyl)amino]ethyl]-3,6-dimethyl-2-(2-pyridyl)chromen-4-one ClC1=CC=C(C(=N1)C)N[C@H](C)C=1C=C(C=C2C(C(=C(OC12)C1=NC=CC=C1)C)=O)C